Tert-butyl 6-nitro-5',6'-dihydro-[3,4'-bipyridine]-1'(2'H)-carboxylate [N+](=O)([O-])C1=CC=C(C=N1)C1=CCN(CC1)C(=O)OC(C)(C)C